6-(Cyclopropanecarboxamido)-N-methyl-4-((1-oxo-1,2-dihydroisoquinolin-8-yl)amino)pyridazine-3-carboxamide C1(CC1)C(=O)NC1=CC(=C(N=N1)C(=O)NC)NC=1C=CC=C2C=CNC(C12)=O